FC1=C(OCC2=CC=C(C(=O)N(C)C)C=C2)C=CC(=C1F)CN1CC2=CC=CC=C2C1 4-((2,3-Difluoro-4-(isoindolin-2-ylmethyl)phenoxy)methyl)-N,N-dimethyl-benzamide